NC1CN(C1)C(=O)O[C@@H]1CC[C@H](CC1)C(N(C[C@@H]1CC[C@H](CC1)C1=CC(=C(C=C1)OC)C)C1=CC(=CC=C1)C=1C=NN(C1)C1CC1)=O trans-4-((3-(1-Cyclopropyl-1H-pyrazol-4-yl)phenyl)((trans-4-(4-methoxy-3-methylphenyl)cyclohexyl)methyl)carbamoyl)-cyclohexyl 3-aminoazetidine-1-carboxylate